[C@@H]1(NC[C@H]2[C@@H]1CCC2)C(=O)[O-].[Na+] sodium (1S,3aR,6aS)-octahydrocyclopenta[c]pyrrole-1-carboxylate